ClC1=C(C=CC(=C1)Cl)C=1OC(=C(N1)CCC(O)C1=CC(=C(C=C1)OC(CO)(C)C)C)C(C)C 3-(2-(2,4-dichlorophenyl)-5-isopropyloxazol-4-yl)-1-(4-((1-hydroxy-2-methylpropan-2-yl)oxy)-3-methylphenyl)propan-1-ol